C(C)(C)(C)C(C(=O)[O-])(C(=O)[O-])CCCCCCCC.[Na+].[Na+] sodium 2-(tert-butyl)-2-octylmalonate